2-chloro-4-(4-methylpiperazin-1-yl)aniline ClC1=C(N)C=CC(=C1)N1CCN(CC1)C